NC1=CC(=C(C(=N1)C1=C(C=C2C(=NC(=NC2=C1F)OCC(=O)O)N1C[C@H]2CC[C@@H](C1)N2)Cl)C(F)(F)F)C 2-((7-(6-amino-4-methyl-3-(trifluoromethyl)pyridin-2-yl)-4-((1R,5S)-3,8-diazabicyclo[3.2.1]octan-3-yl)-6-chloro-8-fluoroquinazolin-2-yl)oxy)acetic acid